BrC1=CC(=CC2=CN(N=C12)C)C(C(=O)N)=NO 7-bromo-2-methyl-2H-indazole-5-yl-2-(N-hydroxyimino)acetamide